5-(3-bromo-2-methylphenyl)-3-methoxypyrazine-2-carboxaldehyde BrC=1C(=C(C=CC1)C=1N=C(C(=NC1)C=O)OC)C